[Ti].[Mn].[Fe].[Ni].[Cu].[Na] sodium copper nickel iron manganese titanium